2'-(2-chloro-5-fluoropyrimidin-4-yl)-5'-[(4-methoxyphenyl)methyl]-3'-methylspiro[cyclopropane-1,6'-thieno[2,3-c]pyrrole]-4'-one ClC1=NC=C(C(=N1)C1=C(C2=C(C3(N(C2=O)CC2=CC=C(C=C2)OC)CC3)S1)C)F